5-(2-chloroethyl)-3-(p-tolyl)-1,2,4-oxadiazole ClCCC1=NC(=NO1)C1=CC=C(C=C1)C